O(Cl)Cl Oxychloride